(4-{1-[(4-methoxyphenyl)methyl]-4-(trifluoromethyl)-1H-1,2,3-triazol-5-yl}pyridin-2-yl)methanol COC1=CC=C(C=C1)CN1N=NC(=C1C1=CC(=NC=C1)CO)C(F)(F)F